[N+](=O)([O-])C1=C(C(=C(C=C1)[O-])N=[N+]=[N-])[N+](=O)[O-].[Na+] sodium dinitroazidophenolate